1-tert-butyl 2-methyl (2S,4S)-4-cyclopropylpyrrolidine-1,2-dicarboxylate C1(CC1)[C@@H]1C[C@H](N(C1)C(=O)OC(C)(C)C)C(=O)OC